5-(hydroxymethyl)-1-methylpyrazole OCC1=CC=NN1C